COC(C(=O)O)(C(F)(F)F)C1=CC=CC=C1 methoxy-α-trifluoromethylphenyl-acetic acid